((2-(3'-(5-(chloromethyl)-7-cyanobenzo[d]oxazol-2-yl)-2,2'-dimethyl-[1,1'-biphenyl]-3-yl)-6-(difluoromethoxy)benzo[d]oxazol-5-yl)methyl)-L-proline methyl ester COC([C@H]1N(CCC1)CC=1C(=CC2=C(N=C(O2)C=2C(=C(C=CC2)C2=C(C(=CC=C2)C=2OC3=C(N2)C=C(C=C3C#N)CCl)C)C)C1)OC(F)F)=O